IC1=NN(C=C1)CCOC1OCCCC1 3-iodo-1-(2-((tetrahydro-2H-pyran-2-yl)oxy)ethyl)-1H-pyrazole